NCC1=NNC(C2=CC=C(C=C12)C=1C=NN(C1C1=C(C=NC(=C1C#N)OC1CC1)F)C)=O (P)-4-(4-(4-(aminomethyl)-1-oxo-1,2-dihydrophthalazin-6-yl)-1-methyl-1H-pyrazol-5-yl)-2-cyclopropoxy-5-fluoronicotinonitrile